[6-amino-1-[(2,6-difluorophenyl)methyl]pyrazolo[3,4-d]pyrimidine-4-yl]pyridine-2-carbonitrile NC1=NC(=C2C(=N1)N(N=C2)CC2=C(C=CC=C2F)F)C=2C(=NC=CC2)C#N